5-(butylcarbamoyl)-2-((4,7,10-tris(carboxymethyl)-1,4,7,10-tetraazacyclododecan-1-yl)methyl)pyridine 1-oxide C(CCC)NC(=O)C=1C=CC(=[N+](C1)[O-])CN1CCN(CCN(CCN(CC1)CC(=O)O)CC(=O)O)CC(=O)O